N-(6-(4-chlorophenyl)-4,7-dihydrobenzo[d]thiazol-2-yl)-4-(2-methoxyphenyl)-6-methylnicotinamide ClC1=CC=C(C=C1)C=1CC2=C(N=C(S2)NC(C2=CN=C(C=C2C2=C(C=CC=C2)OC)C)=O)CC1